C(C)O/C(=C/C1=NC=C(C(=O)OCC)C=C1[N+](=O)[O-])/CC ethyl (E)-6-(2-(ethoxy)but-1-en-1-yl)-5-nitronicotinate